3-pentyl-7-(4,4,5,5-tetramethyl-1,3,2-dioxaborolan-2-yl)quinolin-2-amine C(CCCC)C=1C(=NC2=CC(=CC=C2C1)B1OC(C(O1)(C)C)(C)C)N